2-((5-methoxy-7-methyl-1H-indol-4-yl)methyl)-3-oxoisoindoline-5-carbonitrile COC=1C(=C2C=CNC2=C(C1)C)CN1CC2=CC=C(C=C2C1=O)C#N